N-(4-(3-amino-7-(1H-imidazol-4-yl)-1H-pyrazolo[4,3-c]pyridin-4-yl)benzyl)-5-fluoro-2-methoxybenzamide NC1=NNC2=C1C(=NC=C2C=2N=CNC2)C2=CC=C(CNC(C1=C(C=CC(=C1)F)OC)=O)C=C2